BrC=1C(=CC(=C(C(=O)NC2=NOC=C2)C1)F)C 5-bromo-2-fluoro-N-(isoxazol-3-yl)4-methylbenzamide